NC(=O)O monoaminocarboxylic acid